CC1=NC2=CC=C(C=C2NC1=O)C(=O)O 2-methyl-3-oxo-3,4-dihydroquinoxaline-6-carboxylic acid